(4-nitrophenyl)Azole-4-carboxylic acid ethyl ester C(C)OC(=O)C=1C=C(NC1)C1=CC=C(C=C1)[N+](=O)[O-]